F[C@H]1CNC[C@H]1F (3S,4R)-3,4-difluoropyrrolidin